2-(Boc-amino)-bromoethane C(=O)(OC(C)(C)C)NCCBr